α-iodobenzylcyanide IC(C1=CC=CC=C1)C#N